FC1=C(C=CC(=C1)F)C1=CC(=NS1)C(=O)O 5-(2,4-difluoro-phenyl)-isothiazole-3-carboxylic acid